(3-amino-5-methyl-4,5,6,7-tetrahydro-pyrazolo[4,3-c]pyridin-2-yl)(4,5,6,7-tetrahydro-1H-indol-4-yl)methanone NC=1N(N=C2C1CN(CC2)C)C(=O)C2C=1C=CNC1CCC2